methyltributylammonium bis(trifluoromethanesulfonyl)imide [N-](S(=O)(=O)C(F)(F)F)S(=O)(=O)C(F)(F)F.C[N+](CCCC)(CCCC)CCCC